ClC1=C(C=CC=C1)C[C@H](C)N(C([O-])=O)[C@H](CC)O 1-(2-chlorophenyl)-(S)-1-hydroxypropyl-(S)-2-propylcarbamate